1,7-heptamethylenediamine C(CCCN)CCCN